FC1=CC(=C(C=C1C=1C=NNC1)O)C1=CN=C(N=N1)N1C[C@@H](NCC1)C(C)C 4-fluoro-2-{3-[(3S)-3-(propan-2-yl)piperazin-1-yl]-1,2,4-triazin-6-yl}-5-(1H-pyrazol-4-yl)phenol